1-(2,6-Dioxopiperidin-3-yl)-6-oxo-1,6-dihydropyrimidine-4-carboxylic Acid O=C1NC(CCC1N1C=NC(=CC1=O)C(=O)O)=O